[Cl-].[Cl-].C1(=CC=CC=C1)C(C1=CC=CC=C1)=[Zr+2](C1C2=CC(=CC=C2C=2C=CC(=CC12)N(C)C)CCC)C1C=CC=C1 diphenylmethylene(cyclopentadienyl)(2-(dimethylamino)-7-n-propyl-9-fluorenyl)zirconium dichloride